6'-fluoro-1'-methyl-1',2'-dihydrospiro[cyclohexane-1,3'-indol] FC1=CC=C2C3(CN(C2=C1)C)CCCCC3